3-amino-2-fluoro-1-(4-fluorophenyl)propan-1-ol NCC(C(O)C1=CC=C(C=C1)F)F